trin-propylamine C(CC)N(CCC)CCC